N1(CCNCC1)C(=O)OCC1=CC=C(C=C1)CC(F)(F)C1CCN(CC1)C(=O)OC(C)(C)C 4-[2-(1-tert-butoxycarbonyl-4-piperidinyl)-2,2-difluoro-ethyl]Benzyl piperazine-1-carboxylate